4-(3-((tert-butoxycarbonyl)amino)-4,4-dimethylpiperidin-1-yl)butanoic acid C(C)(C)(C)OC(=O)NC1CN(CCC1(C)C)CCCC(=O)O